CCCCCCCCCCCCCCCCCCCC (Z)-eicosan